(3-(3-methoxyoxetan-3-yl)phenyl)(4-(4-(trifluoromethyl)phenyl)piperidin-1-yl)methanone COC1(COC1)C=1C=C(C=CC1)C(=O)N1CCC(CC1)C1=CC=C(C=C1)C(F)(F)F